OC(C(C)=C1CN(C1)C(=O)O)(C)C 3-(3-hydroxy-3-methylbutan-2-ylidene)azetidine-1-carboxylic acid